((5-(2-chloro-6-fluorophenyl)pyridin-2-yl)methyl)-5,6,7,8-tetrahydroquinolin-8-amine ClC1=C(C(=CC=C1)F)C=1C=CC(=NC1)CC1=NC=2C(CCCC2C=C1)N